3-((S)-2-methylpiperazin-1-yl)cyclobutane-1-carboxamide C[C@@H]1N(CCNC1)C1CC(C1)C(=O)N